rac-(3R)-3-amino-5-[(4-chlorophenyl)methyl]-8-fluoro-7-[3-(2-hydroxy-1,1-dimethyl-ethyl)-1,2,4-oxadiazol-5-yl]-1,1-dioxo-2,3-dihydro-1λ6,5-benzothiazepin-4-one N[C@H]1CS(C2=C(N(C1=O)CC1=CC=C(C=C1)Cl)C=C(C(=C2)F)C2=NC(=NO2)C(CO)(C)C)(=O)=O |r|